2-amino-2-[2-(4-heptyloxy-3-trifluoromethylphenyl)ethyl]propane-1,3-diol NC(CO)(CO)CCC1=CC(=C(C=C1)OCCCCCCC)C(F)(F)F